N1=CC(=CC=C1)C1=NOC(=N1)C12CC3(CC(CC(C1)C3)C2)NC(=O)C2=NC(=NC=C2)C 2-Methyl-pyrimidine-4-carboxylic acid [3-(3-pyridin-3-yl-[1,2,4]oxadiazol-5-yl)-adamantan-1-yl]-amide